(28S,29S)-perfluorophenyl 28,29-bis(4-(2,5-dioxo-2,5-dihydro-1H-pyrrol-1-yl) butanamido)-27,30-dioxo-2,5,8,11,14,17,20,23-octaoxa-26,31-diazapentatriacontan-35-oate O=C1N(C(C=C1)=O)CCCC(=O)N[C@H](C(NCCOCCOCCOCCOCCOCCOCCOCCOC)=O)[C@@H](C(NCCCC(=O)OC1=C(C(=C(C(=C1F)F)F)F)F)=O)NC(CCCN1C(C=CC1=O)=O)=O